Cl.Cl.N1=C(C=CC=C1)C(=O)N pyridinecarboxamide dihydrochloride